2-hydroxy-4-aminophenoxyethanol OC1=C(OC(C)O)C=CC(=C1)N